NC=1C(=NC(=C(N1)F)C1=CC(=C(C=C1)N1C[C@@H](OCC1)C)CN1CCC1)C=1C=C2CCNC(C2=C(C1)F)=O (S)-6-(3-amino-6-(3-(azetidin-1-ylmethyl)-4-(2-methylmorpholino)phenyl)-5-fluoropyrazin-2-yl)-8-fluoro-3,4-dihydroisoquinolin-1(2H)-one